1-methyl-6-((1-(N-methyl-N-(2,2,5-trimethyl-1,3-dioxan-5-yl)sulfamoyl)cyclopropyl)methyl)-7-oxo-4,5,6,7-tetrahydro-1H-pyrazolo[3,4-c]pyridine-3-carboxylic acid CN1N=C(C2=C1C(N(CC2)CC2(CC2)S(N(C2(COC(OC2)(C)C)C)C)(=O)=O)=O)C(=O)O